6-[(2S)-2-aminopropyl]-2,5-dichloro-N-[(furan-2-yl)methyl]-7-methyl-7H-pyrrolo[2,3-d]pyrimidin-4-amine hydrochloride Cl.N[C@H](CC1=C(C2=C(N=C(N=C2NCC=2OC=CC2)Cl)N1C)Cl)C